ClC1=CC=C(C=N1)CN(C1=CC(OC1)=O)CC1=C(C=CC=C1F)F 4-{[(6-Chloropyridin-3-yl)methyl](2,6-difluorobenzyl)amino}furan-2(5H)-one